CN1CCC(CC1)C(=O)C1=CC=CC(=N1)NC(=O)C1=COC=C1 Furan-3-carboxylic acid [6-(1-methyl-piperidine-4-carbonyl)-pyridin-2-yl]-amide